benzyl (R)-(1-((3-bromo-5-nitropyridin-2-yl)oxy)-3-((tert-butyldimethylsilyl)oxy)propan-2-yl)carbamate BrC=1C(=NC=C(C1)[N+](=O)[O-])OC[C@H](CO[Si](C)(C)C(C)(C)C)NC(OCC1=CC=CC=C1)=O